ClC=1C(=NC(=NC1)NC1CC(C1)C(=O)NC)C1=NNC(=C1)C1CC1 3-((5-chloro-4-(5-cyclopropyl-1H-pyrazol-3-yl)pyrimidin-2-yl)amino)-N-methylcyclobutane-1-carboxamide